Br.BrC1=NN(C(C1)C(=O)OCC)C1=NC=CC=C1Cl ethyl 3-bromo-1-(3-chloropyridin-2-yl)-4,5-dihydro-1H-pyrazole-5-carboxylate-HBr